(2R)-4-(5-amino-1-methyl-benzimidazol-2-yl)-2-(tert-butoxycarbonylamino)butyric acid NC1=CC2=C(N(C(=N2)CC[C@H](C(=O)O)NC(=O)OC(C)(C)C)C)C=C1